(R)-N-(5-chloro-4-(5,5-dimethyl-5,6-dihydro-4H-pyrrolo[1,2-b]pyrazol-3-yl)pyridin-2-yl)-2-(2-methoxypyridin-4-yl)propanamide ClC=1C(=CC(=NC1)NC([C@H](C)C1=CC(=NC=C1)OC)=O)C1=C2N(N=C1)CC(C2)(C)C